(tert-Butoxycarbonyl)-N-(6-chloro-3-methoxypyrazin-2-yl)carbamic acid tert-butyl ester C(C)(C)(C)OC(N(C1=NC(=CN=C1OC)Cl)C(=O)OC(C)(C)C)=O